ClC=1C=C(C=C2C(=NC=3N(C12)C=NN3)N(C3=CC(=CC(=C3)C#CC3(CC3)C(F)(F)F)F)CC(F)F)F 9-chloro-N-(2,2-difluoroethyl)-7-fluoro-N-[3-fluoro-5-[2-[1-(trifluoromethyl)cyclopropyl]ethynyl]phenyl]-[1,2,4]triazolo[4,3-a]quinazolin-5-amine